C1(CCCCC1)C1=C(C=CC(=C1)NCC1=CC=C(C=C1)C(F)(F)F)NC(CCCCCC(CF)F)=O N-(2-cyclohexyl-4-((4-(trifluoromethyl)benzyl)amino)phenyl)-7,8-difluorooctanamide